2,3-dicyano-1,4-naphthoquinone C(#N)C=1C(C2=CC=CC=C2C(C1C#N)=O)=O